Br[C@@]1(CC=CC=C1)CCN (S)-1-bromophenylethylamine